C(C)(C)(C)P(C1=CC=CC=C1)C(C)(C)C di-t-butyl(phenyl)phosphine